2-(4-(8-(1-acryloylpyrrolidin-3-yl)quinazolin-6-yl)benzamido)isonicotinamide C(C=C)(=O)N1CC(CC1)C=1C=C(C=C2C=NC=NC12)C1=CC=C(C(=O)NC=2C=C(C(=O)N)C=CN2)C=C1